5-(4-amino-1H-pyrazol-1-yl)-N-((3-methoxy-6-(4-methyltetrahydro-2H-pyran-4-yl)pyridin-2-yl)sulfonyl)-8-methylquinoline-2-carboxamide NC=1C=NN(C1)C1=C2C=CC(=NC2=C(C=C1)C)C(=O)NS(=O)(=O)C1=NC(=CC=C1OC)C1(CCOCC1)C